[Na+].CN1N=NC2=C1C=CC(=C2C)[C@H](CC(=O)[O-])C2=CC(=C(C=C2)C)CN2C[C@H](OC1=C(C2)C=CC=C1F)CC (R)-3-(1,4-Dimethyl-1H-benzo[d][1,2,3]triazol-5-yl)-3-(3-(((R)-2-ethyl-9-fluoro-2,3-dihydrobenzo-[f][1,4]oxazepin-4(5H)-yl)methyl)-4-methyl-phenyl)propanoic acid, Sodium salt